N1(CCC1)C=1C=C(C=CC1Br)C=1OC(=NN1)C 2-(3-(azetidin-1-yl)-4-bromophenyl)-5-methyl-1,3,4-oxadiazole